ethyl (2R)-5-([1,1'-biphenyl]-4-yl)-4-nitro-2-methylpentanoate C1(=CC=C(C=C1)CC(C[C@H](C(=O)OCC)C)[N+](=O)[O-])C1=CC=CC=C1